2-{3-[3-(2,5-dioxopyrrolidin-1-yl)-4-(7-{[2-(trimethylsilyl)ethoxy]methyl}-7H-pyrrolo[2,3-d]pyrimidin-4-yl)-1H-pyrazol-1-yl]-1-(isopropylsulfonyl)azetidin-3-yl}acetonitrile O=C1N(C(CC1)=O)C1=NN(C=C1C=1C2=C(N=CN1)N(C=C2)COCC[Si](C)(C)C)C2(CN(C2)S(=O)(=O)C(C)C)CC#N